rac-(4R,5R)-3,5-dihydroxy-4-(3-methylbut-2-en-1-yl)-2-(3-methylbutanoyl)cyclopent-2-en-1-one OC1=C(C([C@@H]([C@H]1CC=C(C)C)O)=O)C(CC(C)C)=O |r|